N=C1NC(C2=CC(=CC=C12)CN(CC)CC)=N N-((1,3-diiminoisoindolin-5-yl)methyl)-N-ethylethanamine